Methyl (E)-nona-3,8-dienoate C(C\C=C\CCCC=C)(=O)OC